(rac)-(2s,4s)-2-(6-Phenyl-3-azabicyclo[4.1.0]heptan-3-carbonyl)-7-oxa-5-azaspiro[3.4]octan-6-on C1(=CC=CC=C1)C12CCN(CC2C1)C(=O)C1CC2(C1)NC(OC2)=O